C(C)(=O)O.C(CCCCC)NC(=O)N hexylurea acetate